(R)-N-(1-(3-(benzyloxy)phenyl)propan-2-yl)-4-cyclopropylaniline C(C1=CC=CC=C1)OC=1C=C(C=CC1)C[C@@H](C)NC1=CC=C(C=C1)C1CC1